C1(CC1)COC=1C(=C(C#N)C=CC1)F 3-(cyclopropylmethoxy)-2-fluorobenzonitrile